C(C)N(C(C)C)C(C)C N-ethyl-N-(1-methylethyl)-2-propylamine